methyl 3-((3-phenylcyclopentyl)amino)benzoate C1(=CC=CC=C1)C1CC(CC1)NC=1C=C(C(=O)OC)C=CC1